C(C)(=O)O[C@@H]1[C@@H]([C@H]([C@@H](SC2=C(C=CC(=C2)Cl)C#N)O[C@@H]1COC(C)=O)OC)N=[N+]=[N-] 5-Chloro-2-cyanophenyl 4,6-di-O-acetyl-3-azido-3-deoxy-2-O-methyl-1-thio-α-D-galactopyranoside